Benzyl (2S,4R)-4-hydroxy-1-((S)-3-methyl-2-(4-methyl-1H-1,2,3-triazol-1-yl)butanoyl)pyrrolidine-2-carboxylate O[C@@H]1C[C@H](N(C1)C([C@H](C(C)C)N1N=NC(=C1)C)=O)C(=O)OCC1=CC=CC=C1